(triethoxysilylpropyl)-urethane C(C)O[Si](OCC)(OCC)CCCNC(=O)OCC